C(C)(C)(C)OC(NCCN1N=CC(=C1)C=1C=CN2N=CN=C(C21)NC2=CC(=C(C=C2)OC2=CC=1N(C=C2)N=CN1)C)=O tert-butyl(2-(4-(4-((4-([1,2,4]triazolo[1,5-a]pyridin-7-yloxy)-3-methylphenyl)amino)pyrrolo[2,1-f][1,2,4]triazin-5-yl)-1H-pyrazol-1-yl)ethyl)carbamate